S(=O)(=O)([O-])C1=CC=C(C=C1)NN=C1C(=NN=C1)C(=O)[O-] (4-sulfonatophenylhydrazono)-3-pyrazolecarboxylate